C(C)OC=1C(=NC(=NC1)C)NC1=NNC2=CC(=CC=C12)[C@@H]1C[C@@]12C(NC1=CC=C(C=C21)OC)=O (1r,2s)-2-{3-[(5-ethoxy-2-methylpyrimidin-4-yl)amino]-1H-indazol-6-yl}-5'-methoxy-1'H-spiro[cyclopropan-1,3'-indol]-2'-one